8-(((1r,4r)-4-(2-methoxyethoxy)cyclohexyl)amino)-5-methyl-2-(thiazol-5-yl)pyrido[3,2-d]pyrimidin-6(5H)-one COCCOC1CCC(CC1)NC1=CC(N(C2=C1N=C(N=C2)C2=CN=CS2)C)=O